NC1CCC(CC1)CNC1=CC=C(C=C1)C(C)(C)C N-(((1s,4s)-4-aminocyclohexyl)methyl)-4-(tert-butyl)aniline